3-((tert-butyldimethylsilyl)oxy)-4-chlorobutanenitrile [Si](C)(C)(C(C)(C)C)OC(CC#N)CCl